ClC1=C(C(N(C=C1)C1=NC=C(C(=C1)N1C(C=C(C=C1C)O)=O)C)=O)C(C)(C)O chloro-4''-hydroxyl-3-(2-hydroxypropane-2-yl)-5',6''-dimethyl-2H,2''H-[1,2':4',1''-terpyridine]-2,2''-dione